N-[4-(2-{2-[3-(2-Fluoro-5-oxetan-3-yl-phenyl)-ureido]-thiazol-5-yl}-ethyl)-pyridin-2-yl]-acetamide FC1=C(C=C(C=C1)C1COC1)NC(NC=1SC(=CN1)CCC1=CC(=NC=C1)NC(C)=O)=O